C(CCC)N1C=[NH+]C=C1 1-(1-butyl)imidazolium